FC(F)(F)S(=O)([O-])C(F)(F)F.[Li+] lithium bis(trifluoromethyl)sulfinate